[N+](=O)([O-])C=1C=C(C=CC1)C1C2=C(NC(N1)=O)C=1C=CC=CC1OC2=O 4-(3-nitrophenyl)-3,4-dihydro-1H-chromeno[4,3-d]pyrimidine-2,5-dione